quinazoline-6,8(7H)-dione N1=CN=CC=2CC(CC(C12)=O)=O